2-(2-Chlorophenyl)-N-{4-[4-(2-methoxyethyl)-1H-pyrazol-1-yl]-3-sulfamoylphenyl}acetamide ClC1=C(C=CC=C1)CC(=O)NC1=CC(=C(C=C1)N1N=CC(=C1)CCOC)S(N)(=O)=O